COC(C(CCC)C)C1=NC2=C3N=CC=CC3=CC=C2C=C1 2-(1-methoxy-2-methyl-amyl)-1,10-phenanthroline